N-(5-bromo-2-methylpyridin-3-yl)-6-(1-methyl-1H-pyrazol-4-yl)picolinamide BrC=1C=C(C(=NC1)C)NC(C1=NC(=CC=C1)C=1C=NN(C1)C)=O